C(=O)OCC1=CC=C(O1)C(=O)OCC ethyl 5-((formyloxy)methyl)furan-2-carboxylate